Cl.FC=1C(=CC2=[N+](C(=C([N+](=C2C1)[O-])C#N)C1=CC=NC=C1)[O-])N1CCOCC1 7-Fluoro-6-(morpholin-4-yl)-3-(pyridin-4-yl)quinoxaline-2-carbonitrile-1,4-dioxide hydrochloride